O\N=C/1\C=C(OC2=CC(=CC=C12)OC)C(=O)N1CCN(CC1)S(=O)(=O)C1=CC=C(C)C=C1 (Z)-(4-(hydroxyimino)-7-methoxy-4H-chromen-2-yl)(4-tosylpiperazin-1-yl)methanone